N1CC(C1)N1N=CC(=C1)C1=NC(=NC(=C1)C(F)(F)F)N1[C@H]([C@@H](C1)O)C(F)(F)F (2R,3R)-1-{4-[1-(3-azetidinyl)-4-pyrazolyl]-6-(trifluoromethyl)-2-pyrimidinyl}-2-(trifluoromethyl)-3-azetidinol